N-(1-(7-fluoro-4-(1-methyl-1H-pyrazol-4-ylamino)-3-oxo-2,3-dihydro-1H-pyrrolo[3,4-c]pyridin-6-yl)pyrrolidin-3-yl)acrylamide FC=1C2=C(C(=NC1N1CC(CC1)NC(C=C)=O)NC=1C=NN(C1)C)C(NC2)=O